C(#C)O ethyne-1-ol